C(CC)N(CCC)C1CNCCC1 N-propyl-3-piperidyl-1-propylamine